C(CCCCCCCCCCCCCCC)N(C)CC(=O)[O-].C(#N)N1S(=O)(=O)C2=CC=CC=C2C1=O.[S+2].C(CCCCCCCCCCCCCCC)N(C)CC(=O)[O-] sulfur cyanosaccharin hexadecyl-sarcosinate